C(#N)C1=C2C(C=C(NC2=CC=N1)[C@H]1[C@@H](C[C@@](OC1)(C(F)(F)F)C)C1=CC=C(C(=[N+]1[O-])C)F)=O 6-((2R,4R,5R)-5-(5-cyano-4-oxo-1,4-dihydro-1,6-naphthyridin-2-yl)-2-methyl-2-(trifluoromethyl)tetrahydro-2H-pyran-4-yl)-3-fluoro-2-methylpyridine 1-oxide